2''-(anthracene-2,6,9,10-tetrayltetrakis(ethyne-2,1-diyl))tetrathiophene C1=C(C=CC2=C(C3=CC(=CC=C3C(=C12)C#CC=1SC=CC1)C#CC=1SC=CC1)C#CC=1SC=CC1)C#CC=1SC=CC1